[C@H](C)(CC)OC=1C(=CC=2C(N1)=NN(C2)C21COC(C2)(C1)C)C(=O)NC=1C(N(C=CC1)C1CC1)=O (S)-6-(sec-Butoxy)-N-(1-cyclopropyl-2-oxo-1,2-dihydropyridin-3-yl)-2-(1-methyl-2-oxabicyclo[2.1.1]hex-4-yl)-2H-pyrazolo[3,4-b]pyridine-5-carboxamide